N-(6-(2-Hydroxy-5-isopropyl-4-methoxybenzoyl)-2-methyl-5,6,7,8-tetrahydro-1,6-naphthyridin-3-yl)-N-methylacrylamide OC1=C(C(=O)N2CC=3C=C(C(=NC3CC2)C)N(C(C=C)=O)C)C=C(C(=C1)OC)C(C)C